4-(4-Methoxyl-3-methylphenyl)-3-nitroquinoline 1-oxide O(C)C1=C(C=C(C=C1)C1=C(C=[N+](C2=CC=CC=C12)[O-])[N+](=O)[O-])C